CN(S(=O)(=O)C1=CC=C(C=C1)S(=O)(=O)N1C=2N(C3(C1)CCN(CC3)CC(F)(F)F)N=CC2)C N,N-dimethyl-4-{[1-(2,2,2-trifluoroethyl)-1',2'-dihydrospiro[piperidine-4,3'-pyrazolo[1,5-a]imidazol]-1'-yl]sulfonyl}benzene-1-sulfonamide